methyl 5-methoxybenzoate COC=1C=CC=C(C(=O)OC)C1